BrC=1SC(=CN1)C(=O)NC1=C2C=NN(C2=CC=C1Cl)C1OCCCC1 2-Bromo-N-(5-chloro-1-tetrahydropyran-2-yl-indazol-4-yl)thiazole-5-carboxamide